[Cl-].C(C=C)(=O)NCCC[N+](C)(C)C (3-Acrylamidopropyl)trimethylammonium Chloride